1-(3R-hydrazino-1-piperidinyl)-2-propen-1-one N(N)[C@H]1CN(CCC1)C(C=C)=O